(R)-2-((S)-1-((tert-Butoxycarbonyl)amino)-1,3-dihydrospiro[indene-2,4'-piperidin]-1'-yl)-5-(2,3-dichlorophenyl)-6-methylpyrimidine-4-carboxylic acid C(C)(C)(C)OC(=O)N[C@@H]1C2=CC=CC=C2CC12CCN(CC2)C2=NC(=C(C(=N2)C(=O)O)C2=C(C(=CC=C2)Cl)Cl)C